FC1=C2C(=CC=C1)C(N(CC21CC1)CC(=O)NC1=NC=CC=N1)=O 2-(5-fluoro-1-oxo-spiro[3H-isoquinolin-4,1'-cyclopropan]-2-yl)-N-(pyrimidin-2-yl)acetamide